(p-Methoxybenzyl)-N,N-dimethylanilinium hexafluoroantimonate F[Sb-](F)(F)(F)(F)F.COC1=CC=C(C[N+](C2=CC=CC=C2)(C)C)C=C1